(S)-N-(7-bromo-5-methyl-4-oxo-2,3,4,5-tetrahydrobenzo[b][1,4]oxazepin-3-yl)-4-((6-methylpyridin-3-yl)methyl)-1H-pyrazole-1-carboxamide BrC1=CC2=C(OC[C@@H](C(N2C)=O)NC(=O)N2N=CC(=C2)CC=2C=NC(=CC2)C)C=C1